ethyl 2-((4-bromophenyl) amino)-2-cyclohexylacetate BrC1=CC=C(C=C1)NC(C(=O)OCC)C1CCCCC1